C1(CCCCC1)N1N=CC(=C1C(F)(F)F)C(=O)NC1=CC(=C(C=C1)OC1=C2C(=NC=C1)NC(N2C(C)C)=O)F 1-Cyclohexyl-N-(3-fluoro-4-((1-isopropyl-2-oxo-2,3-dihydro-1H-imidazo[4,5-b]pyridine-7-yl)oxy)phenyl)-5-(trifluoromethyl)-1H-pyrazole-4-carboxamide